ClCC1=NC2=CC=C(C=C2C(=[N+]1[O-])C1=C(C=CC=C1)Cl)Cl 2-chloromethyl-4-(2-chlorophenyl)-6-chloroquinazoline-3-oxide